tert-butyl-3-(5-(2-(1,3-dioxolan-2-yl)ethyl)-3-methyl-2-oxo-2,3-dihydro-1H-benzo[d]imidazol-1-yl)piperidine-2,6-dione C(C)(C)(C)N1C(C(CCC1=O)N1C(N(C2=C1C=CC(=C2)CCC2OCCO2)C)=O)=O